N-[1-[[5-(trifluoromethyl)pyridin-3-yl]amino]-2,3-dihydro-1H-inden-5-yl]acrylamide FC(C=1C=C(C=NC1)NC1CCC2=CC(=CC=C12)NC(C=C)=O)(F)F